1-(2-chloro-3,5-dimethoxymethylphenyl)-3-(9-ethyl-9H-carbazol-2-yl)-(2E)-2-propen-1-one ClC1=C(C=C(C=C1COC)COC)C(\C=C\C1=CC=2N(C3=CC=CC=C3C2C=C1)CC)=O